BrC(C(=O)O)(C)C.C#CCCCCC heptyne 2-bromoisobutyrate